azathiaole N=1SC=CC1